N1(CCOCC1)C=1C=C2CN(CC2=CC1)C(CSC1=NC=CC=C1)=O 1-[5-(morpholin-4-yl)-1,3-dihydro-2H-isoindol-2-yl]-2-(pyridin-2-ylsulfanyl)ethanone